C=CCCCCCCCCC(=O)[O-] The molecule is an undecenoate that is the conjugate base of 10-undecenoic acid. It has a role as a plant metabolite. It is a conjugate base of a 10-undecenoic acid.